N-{5-chloro-7-isopropylimidazo[4,3-f][1,2,4]triazin-2-yl}-1-methanesulfonylpiperidin-4-amine ClC=1N=C(N2N=C(N=CC21)NC2CCN(CC2)S(=O)(=O)C)C(C)C